ClC=CCl.[Na] sodium dichloroethylene